NC1=CC(=C(C(=C1)F)NS(=O)(=O)C1=C(C=CC=C1)Cl)F N-(4-amino-2,6-difluoro-phenyl)-2-chloro-benzenesulfonamide